1-bromo-3-fluoro-2-(trifluoromethoxy)benzene BrC1=C(C(=CC=C1)F)OC(F)(F)F